C(#N)C=1C=C(C=CC1)C1=NN(C(C=C1)=O)CC=1C=C(C=CC1)C1=NC=C(C=N1)OCCN1CCN(CC1)C(=O)OC(C)(C)C t-Butyl 4-(2-{[2-(3-{[3-(3-cyanophenyl)-6-oxo-1,6-dihydropyridazin-1-yl]methyl}phenyl)pyrimidine-5-yl]oxy}ethyl)piperazine-1-carboxylate